ClC1=C(C(=O)NC2=C3C=NN(C3=CC=C2)C2=CC=C(C=C2)C(F)(F)F)C=C(C=C1)CNC(=O)C1CCC1 2-Chloro-5-{[(cyclobutylcarbonyl)amino]methyl}-N-{1-[4-(trifluoromethyl)phenyl]-1H-indazol-4-yl}benzamide